alpha-Tocopherol CC1C(C)=C2C(=C(C)C=1O)CC[C@@](C)(CCC[C@H](C)CCC[C@H](C)CCCC(C)C)O2